ethyl 2-(4-chloropyrimidin-5-yl)oxazole-4-carboxylate ClC1=NC=NC=C1C=1OC=C(N1)C(=O)OCC